(S)- or (R)-α-(7-octenyl)alanine C(CCCCCC=C)[C@@](N)(C)C(=O)O |o1:8|